1-(tert-butoxycarbonyl)-4-(1-(4-methoxybenzyl)-3-(methylcarbamoyl)-1H-indazol-6-yl)piperazine-2-carboxylic acid C(C)(C)(C)OC(=O)N1C(CN(CC1)C1=CC=C2C(=NN(C2=C1)CC1=CC=C(C=C1)OC)C(NC)=O)C(=O)O